(3aR,7aS)-7a-methyloctahydro-5H-inden-5-one C[C@@]12CCC(C[C@H]2CCC1)=O